2-Chloro-4-fluoro-N-(2-methoxy-5-(4-(piperazin-1-yl)pyrido[3,2-d]pyrimidin-6-yl)pyridin-3-yl)benzenesulfonamide trifluoroacetate FC(C(=O)O)(F)F.ClC1=C(C=CC(=C1)F)S(=O)(=O)NC=1C(=NC=C(C1)C=1C=CC=2N=CN=C(C2N1)N1CCNCC1)OC